FCCN1C[C@@H]([C@H](CC1)NC(=O)C1=CC(=CC=2N(C=NC21)CC(F)(F)F)C#CCNC=2C(OC)=CC(=C(C2)C(NC)=O)F)C N-[(3S,4S)-1-(2-fluoroethyl)-3-methyl-4-piperidyl]-6-{3-[4-(N-methylcarbamoyl)-5-fluoro-2-anisidino]-1-propynyl}-1-(2,2,2-trifluoroethyl)-1H-1,3-benzimidazole-4-carboxamide